C(C)(C)(C)C=1C(=C(C=C(C1)CCC(=O)OC)N1N=C2C(=N1)C=CC(=C2)Cl)O 2-(3'-tert-Butyl-2'-hydroxy-5'-(2-methoxycarbonyl-ethyl)phenyl)-5-chlorobenzotriazole